CN1N=C(C=C1C(=O)N[C@H](C)C1=NC(=NS1)N1CCCCC1)C(F)(F)F (R)-1-methyl-N-(1-(3-(piperidin-1-yl)-1,2,4-thiadiazol-5-yl)ethyl)-3-(trifluoromethyl)-1H-pyrazole-5-carboxamide